diaminoethyl-phosphinic acid NC(CP(O)=O)N